ClC=1C(=NC=C(C1)F)CNC(=O)C1C[C@H]2CC[C@@H](C1)N2C(=O)C2=NNC(=C2)C2=CC(=NC=C2F)OC (1R,3s,5S)-N-((3-chloro-5-fluoropyridin-2-yl)methyl)-8-(5-(5-fluoro-2-methoxypyridin-4-yl)-1H-pyrazole-3-carbonyl)-8-azabicyclo[3.2.1]octane-3-carboxamide